5-methyl-1-(1-(4-(1-methyl-1,2,3,6-tetrahydropyridin-4-yl)benzyl)-1H-indol-5-yl)-1H-pyrazole-3-carboxamide CC1=CC(=NN1C=1C=C2C=CN(C2=CC1)CC1=CC=C(C=C1)C=1CCN(CC1)C)C(=O)N